FC1=C2CC(CC2=CC(=C1N1CC(NS1(=O)=O)=O)O)CNCC(C)C 5-(4-fluoro-6-hydroxy-2-{[(2-methylpropyl)amino]methyl}-2,3-dihydro-1H-inden-5-yl)-1λ6,2,5-thiadiazolidine-1,1,3-trione